hexamethylenebis(melamine) N1=C(NCCCCCCNC2=NC(=NC(=N2)N)N)N=C(N)N=C1N